C(C)(C)(C)OC(N(C(=O)OC(C)(C)C)CC=1C(=C2C=CC=NC2=C(C1)Cl)Br)=O tert-Butyl-N-[(5-bromo-8-chloro-6-quinolyl)methyl]-N-tert-butoxycarbonyl-carbamate